COC(CCl)(OC)OC Trimethyl Chloro-Orthoacetate